O1N=C(N=C1)C(=O)N1CCN(CC1)C(COC=1C=CC=C2C(=NN(C12)C)C1C(NC(CC1)=O)=O)=O 3-(7-(2-(4-(1,2,4-oxadiazole-3-carbonyl)piperazin-1-yl)-2-oxoethoxy)-1-methyl-1H-indazol-3-yl)piperidine-2,6-dione